ClC=1C(C(=C(C(C1O)=O)Cl)O)=O.[Ag].[Ag] disilver 2,5-dichloro-3,6-dihydroxy-2,5-cyclohexadiene-1,4-dione